1-methyl-N-(5-vinyl-1H-pyrrolo[3,2-b]pyridin-3-yl)-1H-benzo[d]imidazole-2-amine formate C(=O)O.CN1C(=NC2=C1C=CC=C2)NC2=CNC=1C2=NC(=CC1)C=C